2,3-difluorononanamide FC(C(=O)N)C(CCCCCC)F